2-amino-4-hydroxy-6-(1-methyl-1H-pyrazol-4-yl)pyrazolo[1,5-a]pyridine-3-carbonitrile NC1=NN2C(C(=CC(=C2)C=2C=NN(C2)C)O)=C1C#N